BrCCCCCN1C2=CC=CC=C2C=2C=CC=CC12 9-(5-bromopentyl)-9H-carbazole